6-azido-N-((S)-1-((S)-1-(4-(iodomethyl)phenylamino)-1-oxopropan-2-ylamino)-3-methyl-1-oxobutan-2-yl)hexanamide N(=[N+]=[N-])CCCCCC(=O)N[C@H](C(=O)N[C@H](C(=O)NC1=CC=C(C=C1)CI)C)C(C)C